4-[7-(1-cyclopropyl-triazol-4-yl)imidazo[1,2-a]pyridin-3-yl]benzonitrile C1(CC1)N1N=NC(=C1)C1=CC=2N(C=C1)C(=CN2)C2=CC=C(C#N)C=C2